n-allyl-4-methoxy-1,8-naphthalimide COC1=C2C=CC=C3C2=C(C=C1)C(=O)N(C3=O)CC=C